CC1=C(OCC2=C(C=CC=C2)C(C(=O)NC)OC)C=C(C=C1)C 2-[2-[(2,5-dimethylphenoxy)methyl]-phenyl]-2-methoxy-N-methyl-acetamide